F[C@@H]1C[C@H]2[C@H](CCC3=C(O2)C(=C(C=C3)C(=O)OCC)F)[C@H]1C=O Ethyl (1S,2R,3aS,10aR)-2,5-difluoro-1-formyl-2,3,3a,9,10,10a-hexahydro-1H-benzo[b]cyclopenta[f]oxepin-6-carboxylate